C1=CC=CC2=CC3=CC=CC=C3C(=C12)COC(=O)N1CCCCC1 9-anthrylmethylpiperidine-1-carboxylate